didodecyldifluorosilane C(CCCCCCCCCCC)[Si](F)(F)CCCCCCCCCCCC